ClC=1C=CC(=C(C1)[C@H](CCNC(C(=O)OCC)C1=C(C(=CC=C1)C)C1CCC(CC1)OC(F)(F)F)N1CCN(CC1)C(C)C)F ethyl 2-(((S)-3-(5-chloro-2-fluorophenyl)-3-(4-isopropylpiperazin-1-yl)propyl)amino)-2-(3-methyl-2-((1r,4S)-4-(trifluoromethoxy)-cyclohexyl)phenyl)acetate